2-(1,9-diazatricyclo[6.3.1.04,12]dodeca-2,4(12),5,7-tetraen-2-yl)-7-methoxy-1-methyl-benzimidazole-5-carboxylic acid methyl ester COC(=O)C1=CC2=C(N(C(=N2)C=2N3CCNC4=CC=CC(C2)=C34)C)C(=C1)OC